mono(heptyl-nonyl) phosphate P(=O)(OC(CCCCCCCC)CCCCCCC)([O-])[O-]